(S)-5-bromo-3-(3-((tert-butyldimethylsilyl)oxy)-2,2-dimethylpropyl)-2-(5-(4-cyclopropylpiperazin-1-yl)-2-(1-methoxyethyl)pyridin-3-yl)-1-ethyl-1H-indole BrC=1C=C2C(=C(N(C2=CC1)CC)C=1C(=NC=C(C1)N1CCN(CC1)C1CC1)[C@H](C)OC)CC(CO[Si](C)(C)C(C)(C)C)(C)C